FC1(CC2(C1)C[C@H](N(CC2)CC2=C1C=CNC1=C(C=C2OC)C)C2=C(C=C(C(=O)O)C=C2)N(C)C)F 4-[(6S)-2,2-difluoro-7-[(5-methoxy-7-methyl-1H-indol-4-yl)methyl]-7-azaspiro[3.5]nonan-6-yl]-3-(dimethylamino)benzoic acid